ClC=1C=NC=C(C1N1CCN(CC1)CC=1C=C2CN(C(C2=CC1)=O)C1C(NC(CC1)=O)=O)F 3-(5-((4-(3-chloro-5-fluoropyridin-4-yl)piperazin-1-yl)methyl)-1-oxoisoindolin-2-yl)piperidine-2,6-dione